Nitrogen Magnesium [Mg].[N]